CN(CCCN)C N,N-Dimethyl-1,3-diamino-propan